4-((3-fluoro-6-(thiazol-2-ylamino)pyridin-2-yl)methyl)-2-methylpiperidinecarboxylic acid methyl ester COC(=O)N1C(CC(CC1)CC1=NC(=CC=C1F)NC=1SC=CN1)C